ClC=1C(=CC(=NC1)[C@@H]1[C@H](C1)C=1C=2N(N=C(C1)C=1C(NC(NC1)=O)=O)C=CN2)OCC(F)(F)F 5-(8-((1S,2S)-2-(5-chloro-4-(2,2,2-trifluoroethoxy)pyridin-2-yl)cyclopropyl)imidazo[1,2-b]pyridazin-6-yl)pyrimidine-2,4(1H,3H)-dione